OCC1=CC(=NN1C(C)C)[S@@](=O)(N)=NC(NC1=C2C(=NC3=C1CCC3)C3(CC2)CC3)=O |o1:10| (R) or (S)-5-(hydroxymethyl)-1-isopropyl-N'-((1',5',6',7'-tetrahydro-2'H-spiro[cyclopropane-1,3'-dicyclopenta[b,e]pyridin]-8'-yl)carbamoyl)-1H-pyrazole-3-sulfonimidamide